Bromo-2-(2-chloro-6-fluorophenyl)-4-isopropylphthalazin-1(2H)-one BrC1=C2C(=NN(C(C2=CC=C1)=O)C1=C(C=CC=C1F)Cl)C(C)C